C(C)(C)C1=CC(=NC(=N1)N)NC1=CC(=CC=C1)C1=NC=CN=C1 6-isopropyl-N4-(3-(pyrazin-2-yl)phenyl)pyrimidine-2,4-diamine